3-((1-(5-chloro-2-(difluoromethoxy)phenyl)-3-methyl-1H-pyrazolo[4,3-c]pyridin-6-yl)amino)pyrazin-2(1H)-one ClC=1C=CC(=C(C1)N1N=C(C=2C=NC(=CC21)NC=2C(NC=CN2)=O)C)OC(F)F